C(C)(C)(C)C=1C(=C(C=C(C1)C)CCC(=O)[O-])O 3-(5-tert-butyl-4-hydroxy-m-tolyl)-propionate